7-bromo-3-[5-(difluoromethyl)-1,3,4-thiadiazol-2-yl]-1-ethyl-N-[3-(fluoromethyl)oxetan-3-yl]-2-oxo-1,3-benzodiazole-5-sulfonamide BrC1=CC(=CC2=C1N(C(N2C=2SC(=NN2)C(F)F)=O)CC)S(=O)(=O)NC2(COC2)CF